OC1=C(C=C(C(=O)OC)C=C1)C1=NC(=C2N1C=CC=C2)C2=C(C=CC=C2)O methyl 4-hydroxy-3-(1-(2-hydroxyphenyl)imidazo[1,5-a]pyridin-3-yl)benzoate